4-(methylsulfonyl)-3-(N-(2-(piperidin-1-yl)-5-(trifluoromethyl)phenyl)sulfamoyl)benzoic acid CS(=O)(=O)C1=C(C=C(C(=O)O)C=C1)S(NC1=C(C=CC(=C1)C(F)(F)F)N1CCCCC1)(=O)=O